C(C)(C)(C)C1N(CC[C@H]([C@@H]1OC)N)C(=O)OCCC1=NC2=C(N1)C=CC=C2C2=CC=C(C=C2)C=2CCCCC2 2-(4-(2',3',4',5'-Tetrahydro-[1,1'-biphenyl]-4-yl)-1H-benzo[d]imidazol-2-yl)ethanol tert-butyl-(3s,4r)-4-amino-3-methoxypiperidine-1-carboxylate